diaminodiethylenetriamine NN(CCNCCN)N